N-(4-fluoro-3-methylphenyl)-2,6,6-trimethyl-4-oxo-2,4,5,6,7,8-hexahydropyrrolo[3,4-c]azepine-1-carboxamide FC1=C(C=C(C=C1)NC(=O)C=1N(C=C2C(NC(CCC21)(C)C)=O)C)C